N-(CYANOMETHYL)-2-(2-FORMYL-6-METHOXYPHENOXY)ACETAMIDE C(#N)CNC(COC1=C(C=CC=C1OC)C=O)=O